C(C=C)(=O)N1C[C@@H](O[C@H](C1)[C@H](C)O)C1=CC(=NC(=C1)Cl)C1=CC=NCN1C 6-(4-((2S,6R)-4-acryloyl-6-((S)-1-hydroxyethyl)morpholin-2-yl)-6-chloropyridin-2-yl)-N-methylpyrimidine